COC(C[C@]1(CN(C2=CC=CC=C12)C1=NC(=NC=C1Cl)NC1=C(C=C2CCN(CC2=C1)C)F)C)=O (R)-2-[1-[5-chloro-2-[(6-fluoro-2-methyl-3,4-dihydro-1H-isoquinolin-7-yl)amino]pyrimidin-4-yl]-3-methyl-indolin-3-yl]acetic acid methyl ester